tert-butyl (3-(5-cyano-6-(methylsulfonyl)picolinamido) propanoyl)glycylglycinate C(#N)C=1C=CC(=NC1S(=O)(=O)C)C(=O)NCCC(=O)NCC(=O)NCC(=O)OC(C)(C)C